hydroxyoctadeca-9-enoic acid OC(C(=O)O)CCCCCCC=CCCCCCCCC